2-(2-amino-6-methoxy-8-oxo-7-(2,2,2-trifluoroethyl)-7,8-dihydro-9H-purin-9-yl)tetrahydrofuran-3-yl acetate C(C)(=O)OC1C(OCC1)N1C2=NC(=NC(=C2N(C1=O)CC(F)(F)F)OC)N